2,6-dichloro-3,5-difluoro-4-trifluoromethylbenzyl (1R)-trans-3-(1-propenyl)-2,2-dimethylcyclopropanecarboxylate C(=CC)[C@H]1C([C@@H]1C(=O)OCC1=C(C(=C(C(=C1Cl)F)C(F)(F)F)F)Cl)(C)C